CC=1C(=NN(C1)C1=CC=C(C=C1)C(F)(F)F)N1CCN(CC1)CCN1CCOCC1 [2-[4-[4-methyl-1-[4-(trifluoromethyl)phenyl]pyrazol-3-yl]piperazin-1-yl]ethyl]morpholine